O=C1C(CCCCC\C=C/CCCCCC1)=O (Z)-oxo-cyclopentadec-8-en-2-one